BrC1=CC=NN1C(C)O (5-bromopyrazol-1-yl)ethanol